C[C@@H]1NCCOC1 (S)-3-Methylmorpholine